O=C1N(CCC(N1)=O)C=1C=CC(=NC1)N1CCCCC1 1-(5-(2,4-dioxotetrahydropyrimidin-1(2H)-yl)pyridin-2-yl)piperidine